trans-4-(3,4-dihydroisoquinolin-2(1H)-yl)-1-(6-((2-fluorophenyl)amino)pyrimidin-4-yl)piperidin-3-ol C1N(CCC2=CC=CC=C12)[C@H]1[C@@H](CN(CC1)C1=NC=NC(=C1)NC1=C(C=CC=C1)F)O